(2R)-2-(tert-butoxycarbonyl-amino)-2-methyl-butanoic acid C(C)(C)(C)OC(=O)N[C@@](C(=O)O)(CC)C